[Si](C1=CC=CC=C1)(C1=CC=CC=C1)(C(C)(C)C)OCC(=O)OC methyl 2-((tert-butyldiphenylsilyl)oxy)acetate